CC1(C[C@@H]2CN(C[C@H]1N(C2)C2=CC=CC=C2)C(=O)OC(C)(C)C)C tert-butyl (1S,5S)-9,9-dimethyl-6-phenyl-3,6-diazabicyclo[3.2.2]nonane-3-carboxylate